FC1([C@H](CN(CC1)C(C(=O)NC1=NC=C(C=C1)C(C)C)C)C1=CNC(C=C1)=O)F 2-((S)-4,4-difluoro-3-(6-oxo-1,6-dihydropyridin-3-yl)piperidin-1-yl)-N-(5-isopropylpyridin-2-yl)propanamide